1,1-dioxo-1,2-thiazolidin O=S1(NCCC1)=O